ClC1=C2C(=CNC2=C(C=C1)NS(=O)(=O)C=1C=NN(C1)CC(F)(F)F)C#N N-(4-chloro-3-cyano-1H-indol-7-yl)-1-(2,2,2-trifluoroethyl)pyrazole-4-sulfonamide